N,N-dimethyl-4-(1-methyl-1H-phenanthro[9,10-d]imidazol-2-yl)benzamide CN(C(C1=CC=C(C=C1)C1=NC2=C(N1C)C1=CC=CC=C1C=1C=CC=CC12)=O)C